Ethyl-2-methylene-5-oxotetrahydro-1H-pyrrolizine C(C)C1C(CN2C(CCC12)=O)=C